(2-methyl-5-aminophenyl)-4-(3-pyridyl)-2-pyrimidinamine CC1=C(C=C(C=C1)N)C=1C(=NC(=NC1)N)C=1C=NC=CC1